[K+].[NH+]=1NN=NC1 tetrazolium potassium salt